OCCOCCOCC(=O)OCC Ethyl 2-[2-(2-hydroxyethoxy)ethoxy]acetate